CC1=C(C2=C(N=C3N(C2=O)CCCC3)O1)C 2,3-dimethyl-6,7,8,9-tetrahydro-4H-furo[2,3-d]pyrido[1,2-a]pyrimidin-4-one